(S)-1-(4-(7,7-difluoro-2-(2-methylazetidin-1-yl)-6,7-dihydro-5H-cyclopenta[d]pyrimidine-4-yl)piperazin-1-yl)-3-(piperazin-1-yl)propane-1,3-dione FC1(CCC2=C1N=C(N=C2N2CCN(CC2)C(CC(=O)N2CCNCC2)=O)N2[C@H](CC2)C)F